2-amino-1-(4-fluorophenyl)ethanone NCC(=O)C1=CC=C(C=C1)F